CN([C@H]1C[C@H](N(CC1)C(=O)N1CC2(CCCC2)CCC1)C1=CC=CC=C1)C (R)-7-((2S,4R)-4-(Dimethylamino)-2-phenylpiperidine-1-carbonyl)-7-azaspiro[4.5]decan